5-((2-(3-(2-(((2-Chloro-[1,1'-biphenyl]-4-yl)methyl)amino)ethyl)ureido)ethyl)amino)benzo[c][2,6]naphthyridine-8-carboxamide ClC1=C(C=CC(=C1)CNCCNC(NCCNC1=NC2=C(C3=CN=CC=C13)C=CC(=C2)C(=O)N)=O)C2=CC=CC=C2